4-(2-(1-((1R,4R)-4-(7-methoxy-2-methyl-4-(((R)-1-(3-nitro-5-(triFluoromethyl)phenyl)ethyl)amino)quinazolin-6-yl)cyclohexane-1-carbonyl)piperidin-4-yl)ethyl)piperidine-1-carboxylate COC1=C(C=C2C(=NC(=NC2=C1)C)N[C@H](C)C1=CC(=CC(=C1)C(F)(F)F)[N+](=O)[O-])C1CCC(CC1)C(=O)N1CCC(CC1)CCC1CCN(CC1)C(=O)[O-]